[4-(2-ethoxy) benzylamino-2-pentyl] benzoate C(C1=CC=CC=C1)(=O)OC(C)CCCNCC1=CC=C(C=C1)OCC